sodium ketoisoleucine O=N[C@@H]([C@@H](C)CC)C(=O)O.[Na]